CN1N=C(C2=CC=C(C(=C12)C(F)(F)F)C1CCN(CC1)[C@@H](C)C1CCNCC1)C1C(NC(CC1)=O)=O 3-[1-methyl-6-[1-[(1S)-1-(4-piperidyl)ethyl]-4-piperidyl]-7-(trifluoromethyl)indazol-3-yl]piperidine-2,6-dione